BrC1=CC=C2C(=N1)N(C(=N2)C=2C(=NC=CC2)N)C=2C=C1CC[C@@H](C1=CC2)N2N=NC(=C2)[Si](C)(C)C (S)-3-(5-bromo-3-(1-(4-(trimethylsilyl)-1H-1,2,3-triazol-1-yl)-2,3-dihydro-1H-inden-5-yl)-3H-imidazo[4,5-b]pyridin-2-yl)pyridin-2-amine